ethyl-(isoquinolyl)dimethoxysilane C(C)[Si](OC)(OC)C1=NC=CC2=CC=CC=C12